FC1(C[C@@H](NC1)C(=O)O)F (R)-4,4-Difluoropyrrolidine-2-carboxylic acid